C(C1=CC=CC=C1)OC1CCC(CC1)C1CNC2=CC(=CC=C12)F 3-((1r,4r)-4-(benzyloxy)cyclohexyl)-6-fluoroindoline